N1,N2-di-iso-butylethane-1,2-diamine C(C(C)C)NCCNCC(C)C